BrC=1C(=C(OCC2CCNCC2)C=CC1)C 4-[(3-bromo-2-methyl-phenoxy)methyl]piperidine